tert-Butyl 3-(methyl((1-methylazetidin-3-yl)methyl)amino)-3-(3-(trifluoromethyl)-phenethyl)piperidine-1-carboxylate CN(C1(CN(CCC1)C(=O)OC(C)(C)C)CCC1=CC(=CC=C1)C(F)(F)F)CC1CN(C1)C